2-(4,4-dimethyl-4,5-dihydro-oxazol-2-yl)aniline CC1(N=C(OC1)C1=C(N)C=CC=C1)C